4-methyl-5-[3-methyl-7-[[5-(8-oxa-3-azaspiro[4.4]nonane-3-carbonyl)-2-pyridyl]amino]imidazo[4,5-b]pyridin-5-yl]oxy-pyridine-2-carbonitrile CC1=CC(=NC=C1OC1=CC(=C2C(=N1)N(C=N2)C)NC2=NC=C(C=C2)C(=O)N2CCC1(C2)CCOC1)C#N